C12OCC(C1)(C2)C2=NC(=CC(=N2)N2CC1(C=3C=NC(=CC32)NC(C)=O)CC1)C N-(1'-(2-(2-oxabicyclo[2.1.1]hex-4-yl)-6-methylpyrimidin-4-yl)-1',2'-dihydrospiro[cyclopropane-1,3'-pyrrolo[3,2-c]pyridin]-6'-yl)acetamide